NC1=CC=C(C=C1)S(=O)(=O)N1CC(N(CC1)C(C1=CC(=C(C(=C1)O)O)O)=O)C(=O)N 4-((4-aminophenyl)sulfonyl)-1-(3,4,5-trihydroxybenzoyl)piperazine-2-carboxamide